C[C@@H]1CNC[C@H](C1)C trans-3,5-dimethylpiperidine